CNCCN1N=C(C=CC1=O)C=1SC=CN1 2-(2-(methylamino)ethyl)-6-(thiazol-2-yl)pyridazin-3(2H)-one